FC(C1=CC=C(C=C1)N1C2=C(N[C@H](C1)CNC(OC(C)(C)C)=O)N=CC=C2)(F)F tert-butyl (S)-((1-(4-(trifluoromethyl)phenyl)-1,2,3,4-tetrahydropyrido[2,3-b]pyrazin-3-yl)methyl)carbamate